2-((2S,3S,4S)-5-chloro-6-fluoro-3-methyl-2-((methylamino)methyl)-2-phenyl-2,3-dihydrobenzofuran-4-yl)-3-fluoro-4-(2-hydroxyethoxy)-N-methylbenzamide ClC=1C(=CC2=C([C@@H]([C@](O2)(C2=CC=CC=C2)CNC)C)C1C1=C(C(=O)NC)C=CC(=C1F)OCCO)F